O=C1NC(CCC1N1C(C2=CC=CC(=C2C1=O)N[C@@H]1C[C@H](C1)N)=O)=O 2-(2,6-dioxopiperidin-3-yl)-4-{[(trans)-3-aminocyclobutyl]amino}-2,3-dihydro-1H-isoindole-1,3-dione